ClCC1=CC=C(C=C1)C=1N=C2N(CCOC3=C2C=CC=N3)C1C1=CC=CC=C1 2-(4-(Chloromethyl)phenyl)-3-phenyl-5,6-dihydroimidazo[1,2-d]pyrido[3,2-f][1,4]oxazepine